FC1=C(C=C(C=C1)CN1CC(CC1)NC(=O)C1=CN=C2N1N=C(C=C2)N2C(CCC2)C2=CC(=CC(=C2)SC)F)O N-[1-[(4-fluoro-3-hydroxyphenyl)methyl]pyrrolidin-3-yl]-6-[2-[3-fluoro-5-(methylsulfanyl)phenyl]pyrrolidin-1-yl]imidazo[1,2-b]pyridazine-3-carboxamide